2-((2-((3-FLUORO-2,4-DIMETHOXYPHENYL)AMINO)-2-OXOETHYL)THIO)-1H-IMIDAZOLE-4-CARBOXYLIC ACID FC=1C(=C(C=CC1OC)NC(CSC=1NC=C(N1)C(=O)O)=O)OC